C(C(=O)N)N(CC(=O)O)CC(=O)O N-[2-Acetamido]iminodiacetic acid